C(#C)C=1C=C(C=O)C=CC1 3-ethynylbenzaldehyde